ClC1=C(C=CC(=C1)N1N=C(C=C1)C(F)(F)F)S(=O)(=O)[C@@H]1C[C@H](N(C1)C(=O)C1(CC1)C(F)(F)F)C(=O)NC1(CC1)C#N (2S,4R)-4-(2-chloro-4-(3-(trifluoromethyl)-1H-pyrazol-1-yl)phenylsulfonyl)-N-(1-cyanocyclopropyl)-1-(1-(trifluoromethyl)cyclopropanecarbonyl)pyrrolidine-2-carboxamide